ClC1=CC=C(C=C1)[C@@]1(N(C(C2=CC(=CC=C12)C(C)(C1=CC=NC=C1)O)=O)CC1=NC=C(C=C1)Cl)OC (3R)-3-(4-chlorophenyl)-2-[(5-chloropyridin-2-yl)methyl]-6-[1-hydroxy-1-(pyridin-4-yl)ethyl]-3-methoxy-2,3-dihydro-1H-isoindol-1-one